C(C1=CC=CC=C1)N1S(C(C(C2=C1C=CC=C2)=O)C2=CC=CC=C2)(=O)=O 1-benzyl-3-phenyl-1H-2,1-benzothiazin-4(3H)-one 2,2-dioxide